[15NH2][13CH2][13CH2]C[15NH]CCCCNCCCN [13C2,15N2]-spermine